(R)-8-bromo-7-chloro-2-methyl-5-phenyl-3-(tetrahydro-2H-pyran-4-yl)-2,3,4,5-tetrahydrobenzo[f][1,2,5]thiadiazepine 1,1-dioxide BrC1=CC2=C(N(C[C@H](N(S2(=O)=O)C)C2CCOCC2)C2=CC=CC=C2)C=C1Cl